4-(2-((3-methoxyazetidin-1-yl)methyl)-4-(4,4,5,5-tetramethyl-1,3,2-dioxaborolan-2-yl)phenyl)morpholine COC1CN(C1)CC1=C(C=CC(=C1)B1OC(C(O1)(C)C)(C)C)N1CCOCC1